tetrasodium 2-phosphonobutane-1,2,4-tricarboxylate P(=O)(O)(O)C(CC(=O)[O-])(CCC(=O)[O-])C(=O)[O-].[Na+].[Na+].[Na+].[Na+]